(3-fluoro-4-((1-isopropyl-2-keto-2,3-dihydro-1H-imidazo[4,5-b]pyridin-7-yl)oxy)phenyl)-1-(1-methylpiperidin-3-yl)-5-(trifluoromethyl)-1H-pyrazole-4-carboxamide FC=1C=C(C=CC1OC1=C2C(=NC=C1)NC(N2C(C)C)=O)C2=NN(C(=C2C(=O)N)C(F)(F)F)C2CN(CCC2)C